ClC=1C=NC=C(C1[C@@H](C)OC=1C=C2C(=NNC2=CC1F)C=1C=NC(=C(C#N)C1)O[C@H]1COCC1)Cl 5-(5-((R)-1-(3,5-dichloropyridin-4-yl)ethoxy)-6-fluoro-1H-indazol-3-yl)-2-(((R)-tetrahydrofuran-3-yl)oxy)nicotinonitrile